trimethyl-lysyl-sulfobenzoamide C[C@](N(C)C)(CCCCN)C(=O)C=1C(=C(C(=O)N)C=CC1)S(=O)(=O)O